FC1=C(CNCCCC)C=CC(=C1F)C1=NOC(=N1)C(F)(F)F N-{2,3-difluoro-4-[5-(trifluoromethyl)-1,2,4-oxadiazol-3-yl]Benzyl}butylamine